(S)-2'-oxo-1',2',5,7-tetrahydrospiro[cyclopenta[b]pyridine-6,3'-pyrrolo[2,3-b]pyridine]-3-carboxylic acid O=C1[C@@]2(C=3C(=NC=CC3)N1)CC=1C(=NC=C(C1)C(=O)O)C2